OC1=C(C=CC(=C1)O)C(\C=C\C1=CC(=CC=C1)O)=O (E)-1-(2,4-Dihydroxyphenyl)-3-(3-hydroxyphenyl)prop-2-en-1-one